N=1N(N=CC1)C(C)(C)C1=NN(C(=C1)N)C1CC1 3-(2-(2H-1,2,3-triazol-2-yl)propan-2-yl)-1-cyclopropyl-1H-pyrazole-5-amine